6-hydroxy-1-naphthalenecarbonitrile diformate C(=O)O.C(=O)O.OC=1C=C2C=CC=C(C2=CC1)C#N